FC(S(=O)(=O)OC(C(F)(F)F)C)(F)F 1,1,1-trifluoropropan-2-yl trifluoromethanesulfonate